8-Fluoro-3-(5-fluoro-3,3,4,4-tetramethyl-3,4-dihydroisoquinolin-1-yl)quinolone FC=1C=CC=C2C=C(C(NC12)=O)C1=NC(C(C2=C(C=CC=C12)F)(C)C)(C)C